diisopropyl 2,3-diisopropylsuccinate C(C)(C)C(C(=O)OC(C)C)C(C(=O)OC(C)C)C(C)C